2-{[7-amino-4-(3-cyclobutyl-1H-indazol-5-yl)-1-oxo-2,3-dihydro-1H-isoindol-2-yl]methyl}prop-2-enamide NC=1C=CC(=C2CN(C(C12)=O)CC(C(=O)N)=C)C=1C=C2C(=NNC2=CC1)C1CCC1